FC1=C(C=CC(=C1)F)S(=O)(=O)NC=1C=C(C=NC1OC)C=1C=C2C(=NC=NC2=CC1)N1C[C@H](N(C[C@@H]1C)C(=O)OC(C)(C)C)C Tert-butyl (2R,5S)-4-(6-(5-((2,4-difluorophenyl)sulfonamido)-6-methoxypyridin-3-yl)quinazolin-4-yl)-2,5-dimethylpiperazine-1-carboxylate